6-[[(2R)-2-[4-(2-chloro-4-fluoro-phenyl)-2-oxo-chromen-7-yl]oxypropionyl]amino]pyridine-3-carboxylic acid ClC1=C(C=CC(=C1)F)C1=CC(OC2=CC(=CC=C12)O[C@@H](C(=O)NC1=CC=C(C=N1)C(=O)O)C)=O